O=C1C=CC=C2C1=NC(O2)=O diketo-benzoxazole